[Ba].C1(C(CCCC1)C(=O)O)C(=O)O 1,2-cyclohexanedicarboxylic acid barium